6-bromo-2-fluoro-4-((4-methoxybenzyl)oxy)pyrazole BrC1=CC(=CC=C1COC1=CN(N=C1)F)OC